3,16,19-trioxo(1-177Lu)-2,17,18-trioxa-5,8,11,14-tetraaza-1-lutetatricyclo[9.6.3.25,14]docosan O=C1O[177Lu]2OC(CN3CCN(CCNCCN(C1)CC3)CC(O2)=O)=O